C1(CC1)C1=C(C=CC=C1)C#CC cyclopropyl-2-(prop-1-yn-1-yl)benzene